[N+](=O)([O-])C1=CC=C(C=C1)/N=N/C1=CC=C(CCNC(OC(C)(C)C)=O)C=C1 tert-butyl (E)-(4-((4-nitrophenyl)diazenyl)phenethyl)carbamate